CN1N=C(C=C1C)NC1=NC=C(C(=N1)C1=CNC2=C(C=CC=C12)NC(CN1C[C@H](CC1)OC1=C(SC=C1)C(=O)N)=O)C (S)-3-((1-(2-((3-(2-((1,5-dimethyl-1H-pyrazol-3-yl)amino)-5-methylpyrimidin-4-yl)-1H-indol-7-yl)amino)-2-oxoethyl)pyrrolidin-3-yl)oxy)thiophene-2-carboxamide